C(C)(C)(C)C1=C(C(=C(C(=C1[2H])[2H])NC=1C2=C(SC1[2H])C(=C(C(=C2[2H])[2H])[2H])[2H])[2H])[2H] N-(4-tert-butylphenyl-2,3,5,6-d4)benzo[b]thiophen-d5-3-amine